3-Bromoacetamidofuran BrCC(=O)NC1=COC=C1